4-(3-(5-Chloro-6-methoxypyridin-2-yl)-1-methyl-1H-pyrazol-4-yl)-6-methyl-1H-pyrazolo[3,4-b]pyridine ClC=1C=CC(=NC1OC)C1=NN(C=C1C1=C2C(=NC(=C1)C)NN=C2)C